(2R)-N-(4-(tert-butyl)phenyl)-1-cyano-N-(2-morpholino-2-oxo-1-(pyridin-3-yl)ethyl)pyrrolidine-2-carboxamide C(C)(C)(C)C1=CC=C(C=C1)N(C(=O)[C@@H]1N(CCC1)C#N)C(C(=O)N1CCOCC1)C=1C=NC=CC1